C(C)C=1C(NC=2C=C(C=NC2C1)CN1CC(C1)NC=1C=CC(=NC1)C(=O)NC)=O 5-({1-[(7-ethyl-6-oxo-5H-1,5-naphthyridin-3-yl)methyl]azetidin-3-yl}amino)-N-methylpyridine-2-carboxamide